2-{4-[5-chloro-2-(4-chloro-1H-1,2,3-triazol-1-yl)phenyl]-5-methoxy-2-oxopyridin-1(2H)-yl}butanoic acid tert-butyl ester C(C)(C)(C)OC(C(CC)N1C(C=C(C(=C1)OC)C1=C(C=CC(=C1)Cl)N1N=NC(=C1)Cl)=O)=O